2-((5-(4-Ethylpiperazin-1-yl)pyridin-2-yl)amino)-5-fluoropyrimidin C(C)N1CCN(CC1)C=1C=CC(=NC1)NC1=NC=C(C=N1)F